FC1(CC(C1)C=1C=CC(=NC1F)[C@@H](NC(=O)[C@H]1N(C[C@@H](C1)F)C(CC1=C(N=NN1)C(F)(F)F)=O)C1=CC=CC=C1)F (2S,4R)-N-[(S)-[5-(3,3-difluorocyclobutyl)-6-fluoropyridin-2-yl](phenyl)methyl]-4-fluoro-1-{2-[4-(trifluoromethyl)-1H-1,2,3-triazol-5-yl]acetyl}pyrrolidine-2-carboxamide